COC1=NC=CC(=C1)C=1C(=C2CCCC2=CC1)NC(=O)N=[S@@](=O)(N)C=1C=NN2C1OC(C2)(C)C (S)-N'-((5-(2-methoxypyridin-4-yl)-2,3-dihydro-1H-inden-4-yl)carbamoyl)-2,2-dimethyl-2,3-dihydropyrazolo[5,1-b]oxazole-7-sulfonimidamide